C1(CC1)CN1C=C(C2=NN(C(C(=C21)C2=CC=C(C=C2)C2CC2)=O)C2=CC1=CN(N=C1C=C2)C)C(=O)NC 5-(cyclopropylmethyl)-4-(4-cyclopropylphenyl)-N-methyl-2-(2-methyl-2H-indazol-5-yl)-3-oxo-3,5-dihydro-2H-pyrrolo[3,2-c]pyridazine-7-carboxamide